ClC=1C(=NC=C(C1C(=O)NC=1SC(=NN1)OC)C)C1=CC=NC=C1OC chloro-5'-methoxy-N-(5-methoxy-1,3,4-thiadiazol-2-yl)-5-methyl-[2,4'-bipyridine]-4-carboxamide